ClC1=NC2=C(N1C1=CC=C(C=C1)N1CCC(CC1)(C)C)C(=C(C(=C2)F)O)F 2-Chloro-1-(4-(4,4-dimethylpiperidin-1-yl)phenyl)-5,7-difluoro-1H-benzo[d]imidazol-6-ol